(dimethylamino)-5-vinylpyridine methyl-formate COC=O.CN(C)C1=NC=C(C=C1)C=C